methyl-N-(1-methylcyclopropyl)-5-[4-(propan-2-yl)-5H,6H,7H,8H-pyrido[3,4-d]pyrimidine-7-carbonyl]furo[2,3-d]pyrimidin-4-amine CC=1N=C(C2=C(N1)OC=C2C(=O)N2CC=1N=CN=C(C1CC2)C(C)C)NC2(CC2)C